acryloyloxy-5-tert-butylbenzophenone C(C=C)(=O)OC1=C(C(=O)C2=CC=CC=C2)C=C(C=C1)C(C)(C)C